(3R)-3-((2-((2-(2,6-dioxopiperidin-3-yl)-1,3-dioxoisoindolin-5-yl)oxy)ethyl(methyl)amino)pyrrolidin-1-yl)benzamide O=C1NC(CC[C@H]1N1C(C2=CC=C(C=C2C1=O)OCCN(C)C1N(CCC1)C=1C=C(C(=O)N)C=CC1)=O)=O